(3-(5-(7H-pyrrolo[2,3-d]pyrimidin-4-yl)pyridin-2-yl)-3,6-diazabicyclo[3.1.1]heptan-6-yl)-5-(difluoromethoxy)-4-fluorophenol N1=CN=C(C2=C1NC=C2)C=2C=CC(=NC2)N2CC1N(C(C2)C1)C1=C(C=C(C(=C1)F)OC(F)F)O